(Z)-3-(3-(3-(Pentafluorosulfanyl)-5-(trifluoromethyl)phenyl)-1H-1,2,4-triazol-1-yl)-N'-pivaloylacrylohydrazide FS(C=1C=C(C=C(C1)C(F)(F)F)C1=NN(C=N1)\C=C/C(=O)NNC(C(C)(C)C)=O)(F)(F)(F)F